methyl 6-(4-(3,3-dimethyl-2,3-dihydro-1H-pyrrolo[3,2-b]pyridine-5-carbonyl)-3,3-dimethyl piperazin-1-yl)-2,4-dimethylnicotinate CC1(CNC=2C1=NC(=CC2)C(=O)N2C(CN(CC2)C2=NC(=C(C(=O)OC)C(=C2)C)C)(C)C)C